C1OCC(N2C1=CN=CC2)=O 1H-pyrazino[2,1-c][1,4]oxazin-4-one